NC1(CCN(CC1)C(=O)OC(C)(C)C)CC=1C=NC=CC1 tert-butyl 4-amino-4-(pyridin-3-ylmethyl)piperidine-1-carboxylate